(S)-4-(4-acryloylmorpholin-3-yl)-6-chloro-N-methyl-[2,4'-bipyridine]-2'-carboxamide C(C=C)(=O)N1[C@H](COCC1)C1=CC(=NC(=C1)Cl)C1=CC(=NC=C1)C(=O)NC